(+)-2,2'-diamino-1,1'-binaphthyl C1=CC=C2C(=C1)C=CC(=C2C3=C(C=CC4=CC=CC=C43)N)N